N-((2R,3S)-1-(1-(4-fluorophenyl)-1H-indazol-5-yl)-4,4-dimethyl-5-oxo-2-phenylpyrrolidin-3-yl)cyclopropanesulfonamide FC1=CC=C(C=C1)N1N=CC2=CC(=CC=C12)N1[C@@H]([C@H](C(C1=O)(C)C)NS(=O)(=O)C1CC1)C1=CC=CC=C1